N1CC(C1)OC=1C=C2C(=NC=NC2=CC1OC)NC1=C(C=CC(=C1)C=1SC=CC1)OC1CN(CC1)C 6-(azetidin-3-yloxy)-7-methoxy-N-(2-((1-methylpyrrolidin-3-yl)oxy)-5-(thiophene-2-yl)phenyl)quinazolin-4-amine